COC=1C=C(C=CC1)CC(=O)NC=1C=C(C(=O)N)C=CC1C 3-(2-(3-methoxyphenyl)acetamido)-4-methylbenzamide